ClC1=NSC=2C1=NC(=CC2N2S(CCCC2)(=O)=O)N2[C@@H](COCC2)C (R)-2-(3-chloro-5-(3-methylmorpholino)isothiazolo[4,5-b]pyridin-7-yl)-1,2-thiazinane 1,1-dioxide